C[C@H]1CN(CCN1C1CC2(CN(C2)C)C1)CC1=CC=2N(C=C1)N=CC2N2C(NC(CC2)=O)=O (S)-1-(5-((3-methyl-4-(2-methyl-2-azaspiro[3.3]heptan-6-yl)piperazin-1-yl)methyl)pyrazolo[1,5-a]pyridin-3-yl)dihydropyrimidine-2,4(1H,3H)-dione